FC([C@H](C)O)(F)F (S)-1,1,1-trifluoropropane-2-ol